C(CCCCC)[S+](C)C Hexyl-dimethyl-sulfonium